1,2,4-triazin-6-carbonitrile N1=NC=NC=C1C#N